5'-xanthylic acid monophosphate P(=O)(O)(O)O.[C@@H]1([C@H](O)[C@H](O)[C@@H](COP(=O)(O)O)O1)N1C=NC=2C(=O)NC(=O)NC12